bis(dimethylsilyl)disilazane C[SiH](C)[SiH](N[SiH3])[SiH](C)C